C1(CC1)NC(C1=C(C=C(C=C1OC)C1=CN=C2N1C=CC(=C2)OCCC2N(CCCC2)C)OC(F)F)=O N-cyclopropyl-2-(difluoromethoxy)-6-methoxy-4-[7-[2-(1-methyl-2-piperidyl)ethoxy]imidazo[1,2-a]pyridin-3-yl]benzamide